C1(CCCC1)N1C(=CC(C2=CC(=C(C=C12)C(C)O)F)=O)C 1-cyclopentyl-6-fluoro-7-(1-hydroxyethyl)-2-methylquinolin-4(1H)-one